BrN(F)F bromodifluoroamine